NC1=NC2=CC=C(C=C2C=N1)C=1C(=C(C=CC1F)NS(=O)(=O)C1=C2CCC(C2=CC(=C1)Cl)NC(OC(C)(C)C)=O)F tert-butyl N-(4-{[3-(2-aminoquinazolin-6-yl)-2,4-difluorophenyl]sulfamoyl}-6-chloro-2,3-dihydro-1H-inden-1-yl)carbamate